NC1=C(C=CC=C1)S(=O)(=O)NC 2-amino-N-methylbenzenesulfonamide